7-fluoro-2-((4-chlorobenzyl)sulfinyl)benzo[d]oxazole FC1=CC=CC=2N=C(OC21)S(=O)CC2=CC=C(C=C2)Cl